S1=2C=3C=CC=CC3CC(NCC=3C=CN(CCCC(=NC=C1)C2)N3)=O thia-10,15,20,24-tetrazatetracyclo[17.3.1.112,15.02,7]tetracosa-1(23),2(7),3,5,12(24),13,19,21-octaen-9-one